C(C)(C)(C)OC(=O)C1=C(N=C(S1)NC)C.N[C@@H]1CN(CCC1)C(COC=1C=C2C(=C(NC2=CC1)C1=CC(=C(C=C1)OC)OC)C(C)C)=O (S)-1-(3-aminopiperidin-1-yl)-2-((2-(3,4-dimethoxyphenyl)-3-isopropyl-1H-indol-5-yl)oxy)ethan-1-one tert-Butyl-4-methyl-2-(methylamino)thiazole-5-carboxylate